C(C=CC)(=O)OC(CC(C)C)C 1,3-dimethylbutyl 2-butenoate